N4-[2-(6-methyl-2-pyridyl)pyrimidin-4-yl]-N2-[4-(6-oxa-2-azaspiro[3.4]octan-2-ylmethyl)phenyl]pyrimidine-2,4-diamine CC1=CC=CC(=N1)C1=NC=CC(=N1)NC1=NC(=NC=C1)NC1=CC=C(C=C1)CN1CC2(C1)COCC2